C(C)(C)(C)OC(=O)NCC1(CCN(CC1)C=1N=CC(=NC1)SC=1C(=C(C=CC1)NC(C(=O)O)=O)Cl)C 2-((3-((5-(4-(((tert-butoxycarbonyl)amino)methyl)-4-methylpiperidin-1-yl)pyrazin-2-yl)thio)-2-chlorophenyl)amino)-2-oxoacetic acid